5-fluoro-3-(2-(3-(3-isopropylphenyl)-4-oxothiazolidin-2-ylidene)hydrazono)indol-2-one FC=1C=C2C(C(NC2=CC1)=O)=NN=C1SCC(N1C1=CC(=CC=C1)C(C)C)=O